7-fluoro-2,3,4,5-tetrahydro-1H-benzoazepin-2-One FC=1C=CC2=C(CCCC(N2)=O)C1